FC=1C=C(C=CC1F)[C@H]1[C@@H](C1)NC=1C2=C(N=C(N1)C1=C(C=CC=C1)S(=O)(=O)NC)SC(=C2)C 2-(4-(((1R,2S)-2-(3,4-difluorophenyl)cyclopropyl)amino)-6-methylthieno[2,3-d]pyrimidin-2-yl)-N-methylbenzenesulfonamide